BrC=1C=CC(=NC1)N[C@@H]1C[C@@H]2CN([C@H]1C2)C(=O)C2=C(C=CC=C2C2=NC=CC=N2)F ((1S,4S,6R)-6-((5-bromopyridin-2-yl)amino)-2-azabicyclo[2.2.1]heptan-2-yl)(2-fluoro-6-(pyrimidin-2-yl)phenyl)methanone